1-[5-(2-Aminopyridin-4-yl)-6-(6-methylpyridin-2-yl)-1H,2H,3H-imidazo[1,2-a][1,3]diazol-1-yl]ethan-1-one NC1=NC=CC(=C1)C1=C(N=C2N1CCN2C(C)=O)C2=NC(=CC=C2)C